ClC1=CC=C2C(=C(N(C2=C1F)C=1C=NN(C1)CCCC(=O)NC)C1CC1)SC=1C(=C(C(=O)O)C=CC1)F 3-((6-chloro-2-cyclopropyl-7-fluoro-1-(1-(4-(methyl-amino)-4-oxobutyl)-1H-pyrazol-4-yl)-1H-indol-3-yl)thio)-2-fluorobenzoic acid